1,3-benzothiazole-5-sulfonic acid S1C=NC2=C1C=CC(=C2)S(=O)(=O)O